C(C)(=O)N[C@@H](CC(=O)O)C(=O)N[C@@H](CCC(=O)O)C(=O)O N-Acetylaspartylglutamic acid